ClC1=NC=C(C(=N1)NC(C)C1=CC=C(C=C1)C=1N(C=C(N1)C(F)(F)F)C)OC 2-chloro-5-methoxy-N-(1-(4-(1-methyl-4-(trifluoromethyl)-1H-imidazol-2-yl)phenyl)ethyl)pyrimidin-4-amine